2,7-Dimethyl-8-(3-methylbut-2-enyl)-2-[(1E)-4-methylpenta-1,3-dienyl]-3,4-dihydrochromen-5-ol CC1(OC=2C(=C(C=C(C2CC1)O)C)CC=C(C)C)\C=C\C=C(C)C